(1R,2S)-2-(4-acetylphenyl)cyclopropane-1-carboxylic acid C(C)(=O)C1=CC=C(C=C1)[C@@H]1[C@@H](C1)C(=O)O